2-Cyclopropyl-1-(2-(4-phenyl-1H-imidazol-2-yl)piperidin-1-yl)propan-1-one C1(CC1)C(C(=O)N1C(CCCC1)C=1NC=C(N1)C1=CC=CC=C1)C